FCC1=CC=C(C=C1)Cl 4-(fluoromethyl)chlorobenzene